2,3-bis(4-bromophenyl)propanoic acid BrC1=CC=C(C=C1)C(C(=O)O)CC1=CC=C(C=C1)Br